O=C(NCC(=O)[O-])CNC(CNC(CNC(CCCC(=O)[O-])=O)=O)=O 4,7,10,13-tetraoxo-3,6,9,12-tetraazaheptadecane-1,17-dioate